4'-(β-methylpentyl)-2-fluorobiphenyl-boronic acid CC(CC1=CC=C(C=C1)C=1C(CC=CC1)(B(O)O)F)CCC